ClC1=CC(=NC=C1)C 4-chloro-2-methylpyridine